[N+](=O)([O-])C1=CC=C(C=C1)C1=NC2=C(N1C#CC1=CC=CC=C1)C=CC=C2 2-(4-Nitrophenyl)-1-(phenylethynyl)-1H-benzimidazole